FC(C1=CC=C(C=C1)N1C=CC2=CC=C(C=C12)C(=O)O)(F)F 1-(4-(trifluoromethyl)phenyl)-1H-indole-6-carboxylic acid